4-(1-acryloyl-1,2,5,6-tetrahydropyridin-3-yl)-3-chloro-5,6-difluoro-2-methyl-1H-indole C(C=C)(=O)N1CC(=CCC1)C1=C2C(=C(NC2=CC(=C1F)F)C)Cl